3-amino-N-[2-(3-cyanophenyl)-1-(6-methoxy-1,3-benzothiazol-2-yl)ethyl]benzenesulfonamide NC=1C=C(C=CC1)S(=O)(=O)NC(CC1=CC(=CC=C1)C#N)C=1SC2=C(N1)C=CC(=C2)OC